N,N-dimethyl-1H-indazol-6-amine CN(C1=CC=C2C=NNC2=C1)C